4-(chloromethyl)-4'-(trifluoromethyl)-1,1'-biphenyl ClCC1=CC=C(C=C1)C1=CC=C(C=C1)C(F)(F)F